(S)-2-(3-methoxy-5-((tetrahydrofuran-3-yl)oxy)phenoxy)-2'-methyl-3,4'-bipyridine COC=1C=C(OC2=NC=CC=C2C2=CC(=NC=C2)C)C=C(C1)O[C@@H]1COCC1